6-bromo-4-fluoro-1-isopropyl-2-methyl-1H-indole BrC1=CC(=C2C=C(N(C2=C1)C(C)C)C)F